FC1=C(C(=O)N[C@@H](C(=O)N2CCC3(C(CN(C3=O)C)C3=CC=CC=C3)CC2)C(C)C)C=C(C=C1)C 2-fluoro-5-methyl-N-((2R)-3-methyl-1-(2-methyl-1-oxo-4-phenyl-2,8-diazaspiro[4.5]decan-8-yl)-1-oxobutan-2-yl)benzamide